FC1=CN=C2N1C=C(C=C2)C2=CNC=1N=C(N=CC12)NC1CC(C1)(C)C(=O)N1CCCC1 ((1s,3s)-3-((5-(3-fluoroimidazo[1,2-a]pyridin-6-yl)-7H-pyrrolo[2,3-d]pyrimidin-2-yl)amino)-1-methylcyclobutyl)(pyrrolidin-1-yl)methanone